N1-(3,3'',5,5''-tetra(adamantan-1-yl)-[1,1':3',1''-terphenyl]-2'-yl)benzene-1,2-diamine C12(CC3CC(CC(C1)C3)C2)C=2C=C(C=C(C2)C23CC1CC(CC(C2)C1)C3)C3=C(C(=CC=C3)C3=CC(=CC(=C3)C31CC2CC(CC(C3)C2)C1)C12CC3CC(CC(C1)C3)C2)NC=2C(=CC=CC2)N